pentenyl-alanine C(=CCCC)N[C@@H](C)C(=O)O